BrC1=C(C=C2C(=NC(=NC2=C1F)OCC1N(CCC1)C)SC)Cl 7-bromo-6-chloro-8-fluoro-2-((1-methylpyrrolidin-2-yl)methoxy)-4-(methylthio)quinazoline